C(OC(CNC1=NC=CC=C1)C1=CC=CC=C1)([O-])=O 2-(2-pyridyl)amino-1-phenylethyl carbonate